C(C)C1=C(C=CC=C1)[C@H]1C[C@@H]2[C@H](N(OC2(CC)CC)CC)[C@H](C1)CC |r| rac-(3aR,5R,7S,7aR)-5-(2-ethylphenyl)-1,3,3,7-tetraethyloctahydrobenzo[c]isoxazole